4-Pentyl-benzoic acid C(CCCC)C1=CC=C(C(=O)O)C=C1